1-((2R,5S)-4-(6-chloro-7-(3-cyclopropyl-5-methyl-1H-indazol-4-yl)-8-fluoro-2-(((S)-4-methylmorpholin-3-yl)methoxy)quinazolin-4-yl)-2,5-dimethylpiperazin-1-yl)prop-2-en-1-one ClC=1C=C2C(=NC(=NC2=C(C1C1=C2C(=NNC2=CC=C1C)C1CC1)F)OC[C@H]1N(CCOC1)C)N1C[C@H](N(C[C@@H]1C)C(C=C)=O)C